3-(4-{2-[(1R,2S)-2-[1-(4-amino-3-methoxyphenyl)piperidin-4-yl]cyclopropyl]ethynyl}-1-oxo-3H-isoindol-2-yl)piperidine-2,6-dione NC1=C(C=C(C=C1)N1CCC(CC1)[C@H]1[C@@H](C1)C#CC1=C2CN(C(C2=CC=C1)=O)C1C(NC(CC1)=O)=O)OC